[O-2].[Zn+2].[Fe+2].[Ni+2].[O-2].[O-2] nickel-iron-zinc oxide